ClC=1C(=CC(=NC1)NC(=O)NC1CCC(CC1)O)C1=C2N(N=C1)CC(C2)(C)C 1-(5-chloro-4-(5,5-dimethyl-5,6-dihydro-4H-pyrrolo[1,2-b]pyrazol-3-yl)pyridin-2-yl)-3-((1r,4r)-4-hydroxycyclohexyl)urea